BrC=1C=C2CCN(C(C2=CC1)=O)C1=C(C=CC(=C1)F)Cl 6-bromo-2-(2-chloro-5-fluorophenyl)-1,2,3,4-tetrahydroisoquinolin-1-one